N-[2-chloro-8-{4-(trifluoromethyl)phenoxy}-5,6,7,8-tetrahydroquinolin-5-yl]acrylamide ClC1=NC=2C(CCC(C2C=C1)NC(C=C)=O)OC1=CC=C(C=C1)C(F)(F)F